C(C)(C)(C)OC(=O)N1CC2(C1)CC(C2)CC2=CC1=C(C(=NO1)C(F)(F)F)C=C2.N2CC(CC1=CC=CC=C21)C2=CC=C(C=C2)NC(C)=O N-(4-(1,2,3,4-tetrahydroquinolin-3-yl)phenyl)acetamide tert-butyl-6-[[3-(trifluoromethyl)-1,2-benzooxazol-6-yl]methyl]-2-azaspiro[3.3]heptane-2-carboxylate